C(=CCC)[Si](OCCC)(OCCC)OCCC butenyl-tripropoxysilane